S1N=C(N=C1)CCCN1CC(CC1)N1C=CC2=CC=CC=C12 (1-(3-(1,2,4-thiadiazol-3-yl)propyl)pyrrolidin-3-yl)-1H-indole